COCCOCCNCC1=NC2=C(C=CC=C2C=C1)NS(=O)(=O)C1=CC=C(C=C1)C(F)(F)F N-(2-(((2-(2-Methoxyethoxy)ethyl)amino)methyl)quinolin-8-yl)-4-(trifluoromethyl)benzenesulfonamide